N[C@H]1CN(CCC1)C=1N(C(N(C(C1)=O)CC=1C=C(C(=O)NCCC2=CC(=CC=C2)Cl)C=CC1)=O)CC#CC (R)-3-((4-(3-aminopiperidin-1-yl)-3-(but-2-yn-1-yl)-2,6-dioxo-3,6-dihydropyrimidin-1(2H)-yl)methyl)-N-(3-chlorophenyl-ethyl)benzamide